FC1=CC=C(C=C1)C=CC(=O)C1=CC=C(C=C1)OC(CCC)O 3-(4-Fluorophenyl)-1-[4-(1-hydroxybutoxy)phenyl]prop-2-en-1-one